5-Butylindole C(CCC)C=1C=C2C=CNC2=CC1